CC1=CC=CC2=CC=CC=C12 MethylNaphthalene